triethyl-[2-(1H-indol-3-yl)ethyl]azanium iodide [I-].C(C)[N+](CCC1=CNC2=CC=CC=C12)(CC)CC